5-(2-chloro-5-cyclopropyl-5H-pyrrolo[3,2-d]pyrimidin-7-yl)dihydrofuran-3(2H)-one ClC=1N=CC2=C(N1)C(=CN2C2CC2)C2CC(CO2)=O